ClC1=CC=C2C(=CNC2=C1)S(=O)(=O)NC1=NC=C(C(=N1)OC)CCC1COC1 6-chloro-N-[4-methoxy-5-[2-(oxetan-3-yl)ethyl]pyrimidin-2-yl]-1H-indole-3-sulfonamide